4-(2-isopropyl-2,8-diazaspiro[4.5]decan-8-yl)-2-(pyridin-4-yl)pyrido[3,4-d]pyrimidine C(C)(C)N1CC2(CC1)CCN(CC2)C=2C1=C(N=C(N2)C2=CC=NC=C2)C=NC=C1